C(C(C)(C)C)(=O)OOCCCC butyl peroxypivalate